4-methyl-2-phenyl-3,6-dihydropyran CC=1CC(OCC1)C1=CC=CC=C1